4-chloro-1-cyclobutyl-5-(4,4,5,5-tetramethyl-1,3,2-dioxaborolan-2-yl)-1H-pyrazole ClC=1C=NN(C1B1OC(C(O1)(C)C)(C)C)C1CCC1